N1=CC=C(C=C1)O 4-Pyridol